tert-butyl 8-((tert-butyldimethylsilyl)oxy)-2-methyl-2-(pyridin-2-yl)octanoate [Si](C)(C)(C(C)(C)C)OCCCCCCC(C(=O)OC(C)(C)C)(C1=NC=CC=C1)C